N1(CCNCC1)C(C(CC(=O)O)(O)C(=O)O)C(=O)O.C(CC(O)(C(=O)O)CC(=O)O)(=O)O.N1CCNCC1 piperazine citrate (piperazinecitrate)